tert-Butyl (1S,4S)-5-[4-[3-(difluoromethyl)-2-fluoro-anilino]pyrido[3,2-d]pyrimidin-6-yl]-2,5-diazabicyclo[2.2.1]heptane-2-carboxylate FC(C=1C(=C(NC=2C3=C(N=CN2)C=CC(=N3)N3[C@@H]2CN([C@H](C3)C2)C(=O)OC(C)(C)C)C=CC1)F)F